NC1=CC=CC(=N1)S(=O)(=O)NC(=O)C=1C(=NC(=C(C1)C=1CC(OC(C1)(C)C)(C)C)C(C)(C)C)N1C(CC(C1)C)(C)C N-[(6-Amino-2-pyridyl)sulfonyl]-6-tert-butyl-5-(2,2,6,6-tetramethyl-3H-pyran-4-yl)-2-(2,2,4-trimethylpyrrolidin-1-yl)pyridin-3-carboxamid